CN(C(OC(C)(C)C)=O)C1=NC=C(N=C1)C#C[Si](C)(C)C tert-butyl methyl(5-((trimethylsilyl)ethynyl)pyrazin-2-yl)carbamate